ClC1=NC2=CC=CC=C2C(N1C1=CC=C(C=C1)F)=O 2-chloro-3-(4-fluorophenyl)quinazolin-4(3H)-one